1,2-dipalmitoyl-sn-glycero-3-phosphoryl-glycerol C(CCCCCCCCCCCCCCC)(=O)OC[C@@H](OC(CCCCCCCCCCCCCCC)=O)COP(=O)(O)OCC(O)CO